1-2-cyclohexylethyl-biguanide C1C(CCCC1)C(C)NC(=N)NC(=N)N